C(#N)C=1C(=C(C(=NC1)C(=O)NC=1C=C2C(=NNC2=CC1)C1=NC(=CC=C1)C)C)C 5-cyano-3,4-dimethyl-N-(3-(6-methylpyridin-2-yl)-1H-indazol-5-yl)picolinamide